(S)-1-cyano-N-(1-(2-cyano-5-(((S)-tetrahydrofuran-3-yl)oxy)phenyl)-1H-imidazol-4-yl)pyrrolidine-3-carboxamide C(#N)N1C[C@H](CC1)C(=O)NC=1N=CN(C1)C1=C(C=CC(=C1)O[C@@H]1COCC1)C#N